C(C1=CC=CC=C1)N1N=C2C(N(CCC2=C1Cl)[C@@H]1C(N(C2=C(OC1)C=CC(=C2)N2CC1(C2)CCOCC1)C)=O)=O (S)-3-(2-benzyl-3-chloro-7-oxo-2,4,5,7-tetrahydro-6H-pyrazolo[3,4-c]pyridin-6-yl)-5-methyl-7-(7-oxa-2-azaspiro[3.5]non-2-yl)-2,3-dihydrobenzo[b][1,4]oxaazepin-4(5H)-one